4-(aminomethyl)-6-(5-(7-fluoro-1-oxoisoindol-2-yl)-1-methyl-1H-pyrazol-4-yl)phthalazin-1(2H)-one NCC1=NNC(C2=CC=C(C=C12)C=1C=NN(C1N1C(C2=C(C=CC=C2C1)F)=O)C)=O